2-[[5-[5-chloro-4-[[(3S)-fluorotetrahydropyran-3-yl]methylamino]-6-oxo-pyridazin-1-yl]-2-pyridyl]oxy]-4-ethyl-benzoic acid ClC1=C(C=NN(C1=O)C=1C=CC(=NC1)OC1=C(C(=O)O)C=CC(=C1)CC)NC[C@H]1C(OCCC1)F